N-(2'-(4,4-difluorocyclohexyl)-[2,4'-bipyridin]-3'-yl)-2-(2-methyl-azetidin-1-yl)-pyrimidine-5-carboxamide FC1(CCC(CC1)C1=NC=CC(=C1NC(=O)C=1C=NC(=NC1)N1C(CC1)C)C1=NC=CC=C1)F